NC=1C=C2C(CCOC2=CC1)(C)C 6-Amino-4,4-dimethylchroman